CC1=C(C=CC=C1)C1=C(C(=O)N)C=CC=N1 2-methylphenyl-nicotinamide